ClC1=CC=CC=2N(CCCCC21)C(=O)[C@H]2N(C([C@@H]1[C@H]2OC(O1)(C)C)=O)C1=NC(=CC(=C1)C(F)(F)F)C (3aS,6S,6aS)-6-(6-chloro-2,3,4,5-tetrahydro-1H-benzo[b]azepine-1-Carbonyl)-2,2-dimethyl-5-(6-methyl-4-(trifluoromethyl)pyridin-2-yl)tetrahydro-4H-[1,3]dioxolo[4,5-c]pyrrol-4-one